CN(C(=O)C1(CC(C1)NC=1N=CC2=C(N1)NC=C2C2=NC=1N(C=C2)N=CC1)C)C (1s,3s)-N,N,1-trimethyl-3-((5-(pyrazolo[1,5-a]pyrimidin-5-yl)-7H-pyrrolo[2,3-d]pyrimidin-2-yl)amino)cyclobutane-1-carboxamide